O=C1NC(CCC1NC=1C=C(CN2CCN(CC2)C2=CC=C(C=N2)C=2C=C(C=3C=NN(C3C2)C(C)C)C(=O)NCC=2C(NC(=CC2CCC)C)=O)C=CC1)=O 6-(6-(4-(3-((2,6-dioxopiperidin-3-yl)amino)benzyl)piperazin-1-yl)pyridin-3-yl)-1-isopropyl-N-((6-methyl-2-oxo-4-propyl-1,2-dihydropyridin-3-yl)methyl)-1H-indazole-4-carboxamide